C(C=C)C1=CC(=C(C=C1)OCCC=C(CCC=C(C)C)C)OC 4-allyl-1-((4,8-dimethylnona-3,7-dien-1-yl)oxy)-2-methoxybenzene